N-[4-[2-tert-butoxy-6-(4-methyl-3-pyridinyl)-4-pyridinyl]-2-pyridinyl]acetamide C(C)(C)(C)OC1=NC(=CC(=C1)C1=CC(=NC=C1)NC(C)=O)C=1C=NC=CC1C